3-(4-hydroxyphenyl)-3-oxopropanoic acid ethyl ester C(C)OC(CC(=O)C1=CC=C(C=C1)O)=O